FC=1C=C(C=C2CCN3[C@H](C12)CC[C@@H]3C)C(=O)NO (3S,10bS)-10-fluoro-N-hydroxy-3-methyl-1,2,3,5,6,10b-hexahydropyrrolo[2,1-a]isoquinoline-8-carboxamide